bis(3-glycidoxypropyl)-tetramethyldisiloxane C(C1CO1)OCCC[Si](O[Si](C)(C)C)(C)CCCOCC1CO1